(2S,5R)-5-cyclohexyl-1-(2'-methoxy-[1,1'-biphenyl]-4-carbonyl)pyrrolidine-2-carboxylic acid C1(CCCCC1)[C@H]1CC[C@H](N1C(=O)C1=CC=C(C=C1)C1=C(C=CC=C1)OC)C(=O)O